C1CNCCC2=C1C=CC=C2 2,3,4,5-tetrahydro-1H-benzo[d]Azepine